2-Amino-7-fluoro-4-(5-fluoro-3-((3R,4R)-3-hydroxy-4-(isopropyl(methyl)amino)pyrrolidin-1-yl)-7,9-dihydrofuro[3,4-f]quinazolin-6-yl)thieno[3,2-c]pyridine-3-carbonitrile NC1=C(C=2C(=NC=C(C2S1)F)C=1C2=C(C=3C=NC(=NC3C1F)N1C[C@H]([C@@H](C1)N(C)C(C)C)O)COC2)C#N